C(C)(C)(C)C=1C=CC(=C(C(=O)O)C1)C(NC1=CC=C2C(=N1)COCC2)=O 5-tert-butyl-2-({5H,6H,8H-pyrano[3,4-b]pyridin-2-yl}carbamoyl)benzoic acid